COC=1N=CC(=NC1)C#CC1CCN(CC1)C(=O)OC(C)(C)C tert-butyl 4-[2-(5-methoxypyrazin-2-yl)ethynyl]piperidine-1-carboxylate